COC(=O)C=1C(=NC=CC1)CC#N.C(C)(C)C1=NN(C(C=2N1C1=C(C2)C=CS1)=O)CC(=O)NC1=CN=CS1 2-(8-isopropyl-5-oxothieno[3',2':4,5]pyrrolo[1,2-d][1,2,4]triazin-6(5H)-yl)-N-(thiazol-5-yl)acetamide methyl-2-(cyanomethyl)pyridine-3-carboxylate